[3-[[(2R,3S)-2-[(1R)-1-[3,5-bis(trifluoromethyl)phenyl]ethoxy]-3-(4-fluorophenyl)-4-morpholinyl]methyl]-2,5-dihydro-5-oxo-1H-1,2,4-triazol-1-yl]phosphonic acid FC(C=1C=C(C=C(C1)C(F)(F)F)[C@@H](C)O[C@@H]1[C@@H](N(CCO1)CC=1NN(C(N1)=O)P(O)(O)=O)C1=CC=C(C=C1)F)(F)F